4-(Diethylcarbamoyl)thiazole-2-carboxylic acid ethyl ester C(C)OC(=O)C=1SC=C(N1)C(N(CC)CC)=O